C(C1=CC=CC=C1)NC(C(C1=CC=CC=C1)N(C(C#C)=O)C1CN(C(CC1)=O)C)=O N-(2-(Benzylamino)-2-oxo-1-phenylethyl)-N-(1-methyl-6-oxopiperidin-3-yl)-propiolamide